The molecule is a member of the class of imidazoles that is 1-methylimidazole substituted by bis(trimethylsilyl)amino and trimethylsilyl groups at positions 2 and 5 respectively. It is a member of imidazoles, a silyl ether and a N-silyl compound. CN1C(=CN=C1N([Si](C)(C)C)[Si](C)(C)C)O[Si](C)(C)C